tert-butyl (2R)-2-[[2-(3,5-dimethylisoxazol-4-yl)-4-[(2-fluoro-2-methyl-propanoyl)amino]phenoxy]methyl]piperidine-1-carboxylate CC1=NOC(=C1C1=C(OC[C@@H]2N(CCCC2)C(=O)OC(C)(C)C)C=CC(=C1)NC(C(C)(C)F)=O)C